CCCCC\C=C/C\C=C/CCCCCCCCC(CCCCCCCC\C=C/C\C=C/CCCCC)C(C(=O)O)CCN(C)C (6Z,9Z,28Z,31Z)-heptatriacontan-6,9,28,31-tetraen-19-yl-4-(dimethylamino)butanoic acid